C(C)(C)(C)OC(=O)N[C@H](CSCC1=CC=C(C(=O)OC)C=C1)C(=O)NCCCCCC methyl (S)-4-(((2-((tert-butoxycarbonyl)amino)-3-(hexylamino)-3-oxopropyl)thio)methyl)benzoate